6-chloro-2-isopropyl-4,9-dimethyl-4,9-dihydro-10H-pyrimido[5,4-b]thiazolo[5,4-e][1,4]diazepin-10-one ClC=1N=CC=2N(C(C3=C(N(C2N1)C)SC(=N3)C(C)C)=O)C